2-methanesulfonyl-N-(7-{8-methyl-1H,2H,3H-pyrido[2,3-b][1,4]oxazin-7-yl}-5H,6H,7H,8H-pyrido[3,4-d]pyrimidin-2-yl)pyridin-4-amine CS(=O)(=O)C1=NC=CC(=C1)NC=1N=CC2=C(N1)CN(CC2)C2=C(C1=C(OCCN1)N=C2)C